C(C=C)OCC(C(=O)OCCCCCCCCCCCCCCCCCCC)=C nonadecyl alpha-allyloxymethylacrylate